C(CC(C)C)OC1=C(N=CC=2N1N=C(N2)NC2CCN(CC2)S(=O)(=O)C)C=2C=NNC2 5-(Isopentyloxy)-N-(1-(methylsulfonyl)piperidin-4-yl)-6-(1H-pyrazol-4-yl)-[1,2,4]triazolo[1,5-a]pyrazin-2-amine